BrC1=CC=CC=2N=C(OC(C21)=O)SCC2=CC=C(C=C2)Cl 5-bromo-2-((4-chlorobenzyl)thio)-4H-benzo[d][1,3]oxazin-4-one